2-(Difluoromethyl)-N-(6-(difluoromethyl)pyridin-2-yl)-7-ethoxyimidazo[1,2-a]pyridine-6-carboxamide FC(C=1N=C2N(C=C(C(=C2)OCC)C(=O)NC2=NC(=CC=C2)C(F)F)C1)F